C(C1=CC=CC=C1)OC1=C(C(=C(C2=CC=CC=C12)C(=O)OCC)C)C ethyl 4-(benzyloxy)-2,3-dimethyl-1-naphthoate